[3-[[4-(4-methoxyphenyl)-5-(4-pyridinyl)-4H-1,2,4-triazol-3-yl]thio]propyl]-1H-benzo[DE]isoquinoline-1,3(2H)-dione COC1=CC=C(C=C1)N1C(=NN=C1C1=CC=NC=C1)SCCCN1C(C2=CC=CC=3C2=C(C1=O)C=CC3)=O